R-benzoic acid C(C1=CC=CC=C1)(=O)O